2-[(4-{6-[(4-Cyano-2-fluorobenzyl)oxy]pyridin-2-yl}piperidin-1-yl)methyl]-1-[(1-ethyl-1H-imidazol-5-yl)methyl]-1H-benzimidazol C(#N)C1=CC(=C(COC2=CC=CC(=N2)C2CCN(CC2)CC2=NC3=C(N2CC2=CN=CN2CC)C=CC=C3)C=C1)F